C(C)OC(=O)[C@@H]1[C@H](C1)C1=NC=C(N=C1)OCC1=CC(=C(C=C1)C(F)(F)F)Br (1S,2S)-2-[5-(3-bromo-4-trifluoromethyl-benzyloxy)-pyrazin-2-yl]-cyclopropanecarboxylic acid ethyl ester